FC1(CCN(CC1)C1=CC=C2C(=NN=C(C2=C1)N[C@H](C)C=1C(=C(C#N)C=CC1)C)C)F (R)-3-(1-((7-(4,4-difluoropiperidin-1-yl)-4-methylphthalazin-1-yl)amino)ethyl)-2-methylbenzonitrile